C(C)C1=NC(=CC(=C1NC(CC(C)(C)C)=O)NC)NCC1=CC=C(C=C1)F N-[2-Ethylmethylamino-6-(4-fluoro-benzylamino)-pyridin-3-yl]-3,3-dimethyl-butyramide